3,6-dichloro-N-[1-(6,7-dihydro-5H-pyrrolo[2,1-c][1,2,4]triazol-3-yl)ethyl]pyridazine ClC=1NN(C(=CC1)Cl)C(C)C=1N2C(=NN1)CCC2